NC=1SC(=C(N1)C1=CC=C(C=C1)F)N 2-amino-4-(4-fluorophenyl)-5-aminothiazole